5-((isoquinolin-8-ylmethyl)amino)-6-methyl-N-(thiazol-4-yl)pyridine-2-sulfonamide formate salt C(=O)O.C1=NC=CC2=CC=CC(=C12)CNC=1C=CC(=NC1C)S(=O)(=O)NC=1N=CSC1